C(C)(=O)N(C(=O)C=1C(N(C2=CC=CC(=C2C1OC(C)=O)Cl)C)=O)C1=CC=CC=C1 N-acetyl-N-phenyl-4-acetoxy-5-chloro-1,2-dihydro-1-methyl-2-oxo-quinoline-3-carboxamide